COC(=O)C1=NCSC1 3-thiazoline-4-carboxylic acid methyl ester